BrC1=C(C(N(C=C1)C1CCN(CC1)C)=O)OC1=C(C=C(C=C1C)F)C 4-bromo-3-(4-fluoro-2,6-dimethylphenoxy)-1-(1-methylpiperidin-4-yl)pyridin-2(1H)-one